[PH4+].C(C)(C)N1N=CC(=C1)C1=NC(=NC=C1C)NC=1C=C2CCNC2=CC1 (R)-5-((4-(1-isopropyl-1H-pyrazol-4-yl)-5-methylpyrimidin-2-yl)amino)indoline phosphonium